tert-Butyl (±)-trans-3-(isoquinolin-5-yloxy)-4-phenylpyrrolidine-1-carboxylate C1=NC=CC2=C(C=CC=C12)O[C@@H]1CN(C[C@H]1C1=CC=CC=C1)C(=O)OC(C)(C)C |r|